NC1=NC(=C(C=2N1C(N(N2)C(CC2=C(C=C(C=C2)F)F)CN)=O)C2=CC(=NC(=C2)C)C)C2=CC=CC=C2 5-amino-2-[1-(aminomethyl)-2-(2,4-difluorophenyl)ethyl]-8-(2,6-dimethyl-4-pyridinyl)-7-phenyl-[1,2,4]triazolo[4,3-c]pyrimidin-3-one